(2,6-Dioxopiperidin-3-yl)-5-fluoro-6-(3-oxoazetidin-1-yl)isoindoline-1,3-dione O=C1NC(CCC1N1C(C2=CC(=C(C=C2C1=O)F)N1CC(C1)=O)=O)=O